4-((1R,5S)-3,8-diazabicyclo[3.2.1]octan-8-yl)-2-(2,6-dioxopiperidin-3-yl)isoindoline-1,3-dione [C@H]12CNC[C@H](CC1)N2C2=C1C(N(C(C1=CC=C2)=O)C2C(NC(CC2)=O)=O)=O